4-((4-cyclopropyl-2-(N-methylmethanesulfonamido)phenyl)amino)-6-((5-fluoropyridin-2-yl)amino)-N-methoxynicotinamide C1(CC1)C1=CC(=C(C=C1)NC1=CC(=NC=C1C(=O)NOC)NC1=NC=C(C=C1)F)N(S(=O)(=O)C)C